C1(CCCCC1)NC(CCC)S(=O)(=O)O N-cyclohexylamino-butanesulfonic acid